(R)-1-(3-methylpyridin-2-yl)ethan-1-amine CC=1C(=NC=CC1)[C@@H](C)N